NC1=CC(=C(C(=N1)Cl)Cl)SC=1C=2N(C(=NC1)N1CCC3(CCCC3(N)C)CC1)C=CN2 8-(8-((6-amino-2,3-dichloropyridin-4-yl)thio)imidazo[1,2-c]pyrimidin-5-yl)-1-methyl-8-azaspiro[4.5]decan-1-amine